C1(CCCC1)NC(C(F)(F)F)=O N-cyclopentyltrifluoroacetamide